NC1=NNC2=CC=C(C=C12)C1=CCN(C=C1)[C@H](CO)C1=CC(=CC=C1)Cl (S)-4-(3-amino-1H-indazol-5-yl)-1-(1-(3-chlorophenyl)-2-hydroxyethyl)pyridine